C(C)(C)(C)OC(=O)[C@@H]1CCCC=2N1C(N(N2)CC2=CC(=CC=C2)C(F)(F)F)=O tert-Butyl-(5S)-3-oxo-2-[3-(trifluoromethyl)benzyl]-2,3,5,6,7,8-hexahydro[1,2,4]triazolo[4,3-a]pyridine-5-carboxylate